4-(aminomethyl)-6-(5-(1,3-dihydroisobenzofuran-4-yl)-1-methyl-1H-pyrazol-4-yl)phthalazin-1(2H)-one NCC1=NNC(C2=CC=C(C=C12)C=1C=NN(C1C1=C2COCC2=CC=C1)C)=O